C(C)(C)(C)OC(=O)N1CC2(CC3=C(C=C2C2(C1)CC2)N(N=C3)C3=CC=C(C=C3)F)C(C3=NC=CC(=C3)C(F)(F)F)=O 1'-(4-fluorophenyl)-4a'-(4-(trifluoromethyl)picolinoyl)-1',4',4a',5'-tetrahydrospiro[cyclopropane-1,8'-pyrazolo[3,4-g]isoquinoline]-6'(7'H)-carboxylic acid tert-butyl ester